2-oxo-3-(prop-2-yn-1-yloxy)butanal O=C(C=O)C(C)OCC#C